N-[(2S)-5-[[(2S)-2-(4-Fluorophenyl)cyclopropyl]amino]-1-(4-hydroxypiperidin-1-yl)-1-oxopentan-2-yl]-4-(pyrimidin-2-yl)benzamide FC1=CC=C(C=C1)[C@H]1C(C1)NCCC[C@@H](C(=O)N1CCC(CC1)O)NC(C1=CC=C(C=C1)C1=NC=CC=N1)=O